C(C)(=O)C1=CC=2OCCC3N(C2N=C1)CCN(C3)C(CCOCC3NCC3)=O 2-((3-(3-acetyl-6,7,7a,8,10,11-hexahydro-9H-pyrazino[1,2-d]pyrido[3,2-b][1,4]oxazepin-9-yl)-3-oxopropoxy)methyl)azetidin